BrC1=CC=C(C=C1C)C 2-bromo-3,5-dimethylbenzene